(2R,3S)-3-(2-((5-bromoquinoxalin-6-yl)amino)-4,5-dihydro-1H-imidazole-1-carbonyl)-2-((1-methyl-1H-imidazol-5-yl)methyl)pentyl cyclopropanecarboxylate C1(CC1)C(=O)OC[C@@H]([C@H](CC)C(=O)N1C(=NCC1)NC=1C(=C2N=CC=NC2=CC1)Br)CC1=CN=CN1C